magnesium disulfamate S(N)([O-])(=O)=O.S(N)([O-])(=O)=O.[Mg+2]